3-((3-(benzyloxy)azetidin-1-yl)sulfonyl)-1-methyl-1H-imidazol-3-ium C(C1=CC=CC=C1)OC1CN(C1)S(=O)(=O)[N+]1=CN(C=C1)C